7-(3-(2-(4-methoxyphenyl)morpholino)-7,8-dihydro-1,6-naphthyridin-6(5H)-yl)-8-methyl-4H-pyrimido[1,2-b]pyridazin-4-one COC1=CC=C(C=C1)C1OCCN(C1)C=1C=NC=2CCN(CC2C1)C=1C(=CC=2N(N1)C(C=CN2)=O)C